thiazol-5-ylmethylamine hydrochloride Cl.S1C=NC=C1CN